C1(CCCCC1)NCCC#N 3-(cyclohexylamino)propionitrile